C1(=CC=CC=C1)N1CC2(CCN(C2)C2=NN=C(N2)N2CCNCC2)CC1 7-phenyl-2-(5-piperazin-1-yl-4H-1,2,4-triazol-3-yl)-2,7-diazaspiro[4.4]nonane